FC(C=1C=C(C=CC1F)C=1C=C(C=NC1)CN1C(O[C@@H](C1)CN1CCOCC1)=O)F |r| (R/S)-3-[[5-[3-(Difluoromethyl)-4-fluoro-phenyl]-3-pyridyl]methyl]-5-(morpholinomethyl)oxazolidin-2-one